7-(1,5-dimethylpyrazol-4-yl)-4,5,6,7-tetrahydrothiazolo[4,5-c]pyridinium CN1N=CC(=C1C)C1C2=C(CNC1)[NH+]=CS2